2-Methoxy-6-(6-methoxy-4-(prop-2-yn-1-yloxy)benzofuran-2-yl)imidazo[2,1-B][1,3,4]thiadiazole COC1=NN2C(S1)=NC(=C2)C=2OC1=C(C2)C(=CC(=C1)OC)OCC#C